C(C)(=O)OC[C@H]1O[C@@H]([C@@H]([C@@H]1F)OC(C)=O)N1C2=NC(=NC=C2N(C1=O)CC#C)N |&1:7| ((2R,3R,4S,SR)-4-Acetoxy-5-(2-amino-8-oxo-7-(prop-2-yn-1-yl)-7,8-dihydro-9H-purin-9-yl)-3-fluorotetrahydrofuran-2-yl)methyl acetate